((1-(hydroxymethyl)cyclobutyl)methyl)(methyl)carbamic acid tert-butyl ester C(C)(C)(C)OC(N(C)CC1(CCC1)CO)=O